2-(3-nitrophenyl)cyclobutanamine [N+](=O)([O-])C=1C=C(C=CC1)C1C(CC1)N